N-(5-(6-(2,6-difluoro-3,5-dimethoxyphenyl)-4,5,6,7-tetrahydro-1H-indazol-3-yl)-1-methyl-1H-pyrazol-4-yl)acetamide FC1=C(C(=C(C=C1OC)OC)F)C1CCC=2C(=NNC2C1)C1=C(C=NN1C)NC(C)=O